COC(=O)C=1N(N=CN1)CC#N 2-(cyanomethyl)-1,2,4-triazole-3-carboxylic acid methyl ester